1-(6-(1-(3-((4-((5-(1,1-difluoroethyl)-pyrimidin-2-yl)amino)piperidin-1-yl)sulfonyl)benzyl)piperidin-4-yl)-1-methyl-1H-indazol-3-yl)dihydropyrimidine-2,4(1H,3H)-dione FC(C)(F)C=1C=NC(=NC1)NC1CCN(CC1)S(=O)(=O)C=1C=C(CN2CCC(CC2)C2=CC=C3C(=NN(C3=C2)C)N2C(NC(CC2)=O)=O)C=CC1